ethyl 6-[(2,4-dimethoxyphenyl)methyl]-5-oxo-12-oxa-3-thia-6-azatricyclo[6.4.1.04,13]trideca-1,4(13),7-triene-7-carboxylate COC1=C(C=CC(=C1)OC)CN1C(C=2SC=C3OCCCC(=C1C(=O)OCC)C32)=O